[Pd]Br.C(C)(C)(C)P(C(C)(C)C)C(C)(C)C tri-tert-butylphosphine palladium (I) bromide